COC1=C2C(NC(=NC2=CC(=C1)OC)C1=CC=C(C=C1)CN1CCN(CC1)C)=O 5,7-dimethoxy-2-(4-((4-methylpiperazin-1-yl)methyl)phenyl)quinazolin-4(3H)-one